AcetylCarnitine CC(=O)O[C@H](CC(=O)[O-])C[N+](C)(C)C